FC(C=1C(=NC=CC1)CO)(F)F [3-(Trifluoromethyl)pyridin-2-yl]methanol